NC=1C(C(C1NCCCOCCOCCOCCC)=O)=O 3-amino-4-{3-[2-(2-propoxy-ethoxy)-ethoxy]-propylamino}-cyclobut-3-ene-1,2-dione